COC=1C=C(C=CC1OC)[C@@H](C)NC(=O)C1=C(C=CC=C1)CCC(=O)NNC(/C=C/C(=O)[O-])=O (E)-4-[2-[3-[2-[[(1R)-1-(3,4-dimethoxyphenyl)ethyl]carbamoyl]phenyl]propanoyl]hydrazino]-4-oxo-but-2-enoate